3-ethyl-1-(1-phenylethyl)azetidin-3-yl methanesulfonate CS(=O)(=O)OC1(CN(C1)C(C)C1=CC=CC=C1)CC